N-(4-(N-(cyclopropyl(piperidin-4-yl)methyl)sulfamoyl)-2-methylphenyl)-2-methylbenzamide C1(CC1)C(NS(=O)(=O)C1=CC(=C(C=C1)NC(C1=C(C=CC=C1)C)=O)C)C1CCNCC1